(3S)-3-(morpholin-4-ylmethyl)-1,2,3,4-tetrahydroisoquinoline dihydrochloride Cl.Cl.N1(CCOCC1)C[C@H]1NCC2=CC=CC=C2C1